[Cl-].ClCC[N+](C)(C)C 2-chloro-N,N,N-trimethylethanaminium chloride